ClC1=NC(=C2N=CN(C2=N1)C(F)F)N[C@@H]1CN(CC1)C(=O)OC(C)(C)C tert-Butyl (S)-3-((2-chloro-9-(difluoromethyl)-9H-purin-6-yl)amino)pyrrolidine-1-carboxylate